[3,5-bis(mercapto)phenyl]methanol SC=1C=C(C=C(C1)S)CO